8-[tert-butoxycarbonyl-(methyl)amino]Octanoic acid C(C)(C)(C)OC(=O)N(CCCCCCCC(=O)O)C